6-[(4-cyclopropyl-5-phenyl-imidazol-1-yl)methyl]-1-methyl-benzimidazole C1(CC1)C=1N=CN(C1C1=CC=CC=C1)CC=1C=CC2=C(N(C=N2)C)C1